ethyl 4-((4-chlorophenyl) sulfonamido)-1-methyl-3-(tetrahydro-2H-pyran-4-yl)-1H-pyrazole-5-carboxylate ClC1=CC=C(C=C1)S(=O)(=O)NC=1C(=NN(C1C(=O)OCC)C)C1CCOCC1